tetrahydrofurfuryl ethyl ether C(C)OCC1CCCO1